CN1C=C(C=2C(N(C=C(C21)C)C)=O)C(=O)N2CCC(CC2)OC2=C(C#N)C=CC=C2 2-((1-((1,5,7-trimethyl-4-oxo-4,5-dihydro-1H-pyrrolo[3,2-c]pyridin-3-yl)carbonyl)piperidin-4-yl)oxy)benzonitrile